O=C1NC2(N3C1=C1C(=C(C3=O)NC3=CC(=NC=N3)NC(=O)C3CC3)CCC1)CCCCC2 N-(6-((1',5'-Dioxo-1',2',5',7',8',9'-hexahydrospiro[cyclohexane-1,3'-cyclopenta[c]imidazo[1,5-a]pyridin]-6'-yl)amino)pyrimidin-4-yl)cyclopropanecarboxamide